N-(3-acetamido-2,4-difluorophenyl)-2-chloro-5-((1R,3R)-2,2-dichloro-3-(3,4-dichlorophenyl)cyclopropane-1-carboxamido)benzamide C(C)(=O)NC=1C(=C(C=CC1F)NC(C1=C(C=CC(=C1)NC(=O)[C@@H]1C([C@H]1C1=CC(=C(C=C1)Cl)Cl)(Cl)Cl)Cl)=O)F